FC(C=1C=C(C=C(C1)C(F)(F)F)N1C(=NC2=C1C=CC=C2C(F)(F)F)N)(F)F (3,5-bis(trifluoromethyl)phenyl)-4-(trifluoromethyl)-1H-benzo[d]imidazol-2-amine